1-(4-amino-1,2,5-oxadiazol-3-yl)-5-(4-methylphenyl)-1,2,3-triazole-4-carboxylic acid NC=1C(=NON1)N1N=NC(=C1C1=CC=C(C=C1)C)C(=O)O